tert-butyl 4-[[3-(2,6-dioxo-3-piperidyl)-1-methyl-indazol-7-yl]amino]piperidine-1-carboxylate O=C1NC(CCC1C1=NN(C2=C(C=CC=C12)NC1CCN(CC1)C(=O)OC(C)(C)C)C)=O